N-methoxy-N,2,2-trimethyl-3a,4,6,6a-tetrahydrofuro[3,4-d][1,3]dioxole-6-carboxamide CON(C(=O)C1OCC2C1OC(O2)(C)C)C